CN(C(=O)C1=C(C=C2C=CN(C2=C1)C)C)C1(CC1)C1=CC=CC2=CC=CC=C12 N,1,5-Trimethyl-N-(1-(naphthalen-1-yl)cyclopropyl)-1H-indole-6-carboxamide